(3Z)-17,17-dihexoxy-3-heptadecene-1-ol C(CCCCC)OC(CCCCCCCCCCCC\C=C/CCO)OCCCCCC